tert-butyl N-[(1S)-1-[(2S,4R)-2-[(6-chloro-3-pyridyl)methylcarbamoyl]-4-hydroxy-pyrrolidine-1-carbonyl]-2,2-dimethyl-propyl]carbamate ClC1=CC=C(C=N1)CNC(=O)[C@H]1N(C[C@@H](C1)O)C(=O)[C@H](C(C)(C)C)NC(OC(C)(C)C)=O